C12COCC(CC1)N2C=2SC(=C(N2)C=2C(=C(C=CC2)NS(=O)(=O)N2CC1=CC=CC(=C1C2)OC)F)C2=NC(=NC=C2)NC2CC1(CS(C1)(=O)=O)C2 N-(3-(2-(3-Oxa-8-azabicyclo[3.2.1]octan-8-yl)-5-(2-((2,2-dioxido-2-thiaspiro[3.3]heptan-6-yl)amino)pyrimidin-4-yl)thiazol-4-yl)-2-fluorophenyl)-4-methoxyisoindoline-2-sulfonamide